CN(C([C@H](CCCCN1C(C2C3(C(=C(C(C2(C1=O)Br)(C3=O)C)C3=CC=CC=C3)C3=CC=CC=C3)C)=O)NC(=O)OC(C)(C)C)=O)C N,N-Dimethyl-(2S)-2-tert-butoxycarbonylamino-6-(3a-bromo-4,7-dimethyl-1,3,8-trioxo-5,6-diphenyl-1,3,3a,4,7,7a-hexahydro-2H-4,7-methanoisoindol-2-yl)hexanamide